1,5-dimethyl-2-(3-(trifluoromethyl)phenyl)-1,2-dihydro-3H-pyrazol-3-one CN1N(C(C=C1C)=O)C1=CC(=CC=C1)C(F)(F)F